C(C1=CC=CC=C1)N1C[C@H]2NCCC[C@H]2C1 (4aS,7aS)-6-benzyl-octahydro-1H-pyrrolo[3,4-b]pyridine